ClC1=C(C(=O)O)C=CC=C1 o-(chloro)benzoic acid